[Ru](Cl)(Cl)Cl Ruthenium(III) Chloride